C1(CC1)COC=1C=C(C=C(C1)C=1C=NN(C1)C)[C@@H](C)NC(C1=C(C=CC(=C1)N1CCN(CC1)C)C)=O N-[(1R)-1-[3-(Cyclopropylmethoxy)-5-(1-methylpyrazol-4-yl)phenyl]ethyl]-2-methyl-5-(4-methylpiperazin-1-yl)benzamide